NC1=NC=2C=CC(=CC2C2=C1C=NN2CC)C(=O)N(CC2=NC=C(C=C2)Br)OCC2=CC=CC=C2 4-amino-N-(benzyloxy)-N-((5-bromopyridin-2-yl)methyl)-1-ethyl-1H-pyrazolo[4,3-c]quinoline-8-carboxamide